(R)-(1-(8-methoxy-1,3-dimethylpyrrolo[1,2-a]quinoxalin-4-yl)naphthalen-2-yl)diortho-tolyloxyphosphine COC1=CC=C2N=C(C=3N(C2=C1)C(=CC3C)C)C3=C(C=CC1=CC=CC=C31)P(OC3=C(C=CC=C3)C)OC3=C(C=CC=C3)C